3-({[4-({1-[(tert-butoxy)carbonyl]-1H-pyrrolo[2,3-b]pyridin-4-yl}amino)-6-(5-chloro-2-fluorophenyl)pyridazin-3-yl]sulfanyl}methyl)benzoic acid Lithium hydroxide hydrate O.[OH-].[Li+].C(C)(C)(C)OC(=O)N1C=CC=2C1=NC=CC2NC2=C(N=NC(=C2)C2=C(C=CC(=C2)Cl)F)SCC=2C=C(C(=O)O)C=CC2